CON(C(=O)O[C@H]1[C@@H](CCCC1)[C@H]1N2C(C3=CC(=CC=C13)F)=CN=C2)C=2C=NC(=C(C2)Br)Cl (1R,2S)-2-[(5R)-8-fluoro-5H-imidazo[4,3-a]isoindol-5-yl]cyclohexan-1-ol methyl-(5-bromo-6-chloropyridin-3-yl)(hydroxy)carbamate